7-oxa-2-azaspiro[4.5]decane-2-carboxylate C1N(CCC12COCCC2)C(=O)[O-]